7-(methyl(7-toluenesulfonyl-7H-pyrrolo[2,3-d]pyrimidin-4-yl)amino)-2-azaspiro[3.5]nonane-2-carboxylic acid tert-Butyl ester C(C)(C)(C)OC(=O)N1CC2(C1)CCC(CC2)N(C=2C1=C(N=CN2)N(C=C1)S(=O)(=O)CC1=CC=CC=C1)C